(2E)-1-[2-(3-chlorophenyl)-3-(3-methyl-1H-pyrrolo[2,3-b]pyridin-4-yl)-6,7-dihydropyrazolo[1,5-a]pyrazin-5(4H)-yl]-4-(dimethylamino)but-2-en-1-one ClC=1C=C(C=CC1)C1=NN2C(CN(CC2)C(\C=C\CN(C)C)=O)=C1C1=C2C(=NC=C1)NC=C2C